2-(ethylsulfamoyl)-4-[(6-isopropylpyrimidin-4-yl)amino]Benzene C(C)NS(=O)(=O)C1=CC=CC(=C1)NC1=NC=NC(=C1)C(C)C